tri-(4-ethyl phenyl) phosphate P(=O)(OC1=CC=C(C=C1)CC)(OC1=CC=C(C=C1)CC)OC1=CC=C(C=C1)CC